(R)-N-(3-(3-cyanophenyl)isoxazol-5-yl)-2-(1-cyanopyrrolidin-3-yl)acetamide C(#N)C=1C=C(C=CC1)C1=NOC(=C1)NC(C[C@@H]1CN(CC1)C#N)=O